5-Cyclopropyl-3-[4-(1-hydroxy-1-methyl-ethyl)anilino]-6-(3-methylimidazo[4,5-c]pyridin-7-yl)pyrazin-2-carboxamid C1(CC1)C=1N=C(C(=NC1C=1C2=C(C=NC1)N(C=N2)C)C(=O)N)NC2=CC=C(C=C2)C(C)(C)O